CN(C(C1=NC=CC=C1)=O)C1CCOCC1 N-methyl-N-(tetrahydro-2H-pyran-4-yl)picolinamide